O1-tert-butyl O3-methyl 3,5-dimethylpyrrolidine-1,3-dicarboxylate CC1(CN(C(C1)C)C(=O)OC(C)(C)C)C(=O)OC